3-aza4-azapyran O1CN=NC=C1